4-(4-ethylphenyl)-2-fluoro-bromobenzene C(C)C1=CC=C(C=C1)C1=CC(=C(C=C1)Br)F